(R)-1-(7-chloroisochroman-1-yl)-N-methyl-methylamine ClC1=CC=C2CCO[C@H](C2=C1)CNC